OC[C@H]1O[C@@H]([C@H]([C@H]([C@@H]1O)O)O)C#CC1=CC(=C(C=C1)C#C[C@H]1O[C@@H]([C@H]([C@@H]([C@@H]1O)O)O)CO)C1=CC=CC=C1 (2R,3S,4R,5S,6R)-2-(hydroxymethyl)-6-[2-[3-phenyl-4-[2-[(2R,3S,4R,5S,6R)-3,4,5-trihydroxy-6-(hydroxymethyl)tetrahydropyran-2-yl]ethynyl]phenyl]ethynyl]tetrahydropyran-3,4,5-triol